(S)-N-(4-chloro-3-fluorobenzyl)-1-(5-methyl-2-((tetrahydrofuran-3-yl)amino)pyrimidin-4-yl)-1H-imidazole-4-amide ClC1=C(C=C(CNC(=O)C=2N=CN(C2)C2=NC(=NC=C2C)N[C@@H]2COCC2)C=C1)F